C(C)(=O)OCCOCC 2-(2-ethoxy)-ethyl acetate